C1(=CC=CC=C1)C1=NC2=CC=C(C=C2C(=N1)C1=CC=CC=C1)OB(O)O (2,4-diphenylquinazolin-6-yl)boric acid